2-{3-[3-(N-phenyl-9H-carbazol-2-yl)-9H-carbazol-9-yl]phenyl}dibenzo[f,H]quinoxaline C1(=CC=CC=C1)N1C2=CC=CC=C2C=2C=CC(=CC12)C=1C=CC=2N(C3=CC=CC=C3C2C1)C=1C=C(C=CC1)C1=NC2=C3C(=C4C(=C2N=C1)C=CC=C4)C=CC=C3